CS(=O)(=O)C1=CC=C(C(=O)[O-])C=C1 4-methanesulfonylbenzoate